trimethylolpentane trimethacrylate C(C(=C)C)(=O)O.C(C(=C)C)(=O)O.C(C(=C)C)(=O)O.C(O)C(CCCC)(CO)CO